ClC=1C2=C(N=CN1)N(C=C2C2CC2)C2=CC(=CC(=C2)F)F 4-Chloro-5-cyclopropyl-7-(3,5-difluorophenyl)-7H-pyrrolo[2,3-d]pyrimidine